decanoic acid, methyl ester C(CCCCCCCCC)(=O)OC